OC1(CC(OC1)(C(=O)[O-])C1=C(C=CC(=C1)C)OC)C 4-hydroxy-2-(2-methoxy-5-methylphenyl)-4-methyltetrahydrofuran-2-carboxylate